methyl 4-bromo-6H,7H,8H-indeno[5,4-b]furan-7-carboxylate BrC1=CC=2CC(CC2C2=C1OC=C2)C(=O)OC